C(C)(C)(C)OC(=O)N1C(C(NCC1)C=1C=NC(=CC1)N)(C)C (6-aminopyridin-3-yl)-2,2-dimethylpiperazine-1-carboxylic acid tert-butyl ester